5-methyl-2-oxopyridin CC=1C=CC(NC1)=O